4-phenyl-2-bromo-benzo[h]quinoline C1(=CC=CC=C1)C1=CC(=NC2=C3C(=CC=C12)C=CC=C3)Br